C[SiH]([Si](C1C=C(C=C1)C[Si](C)(C)C)(C)C)C 1,1,2,2-tetramethyl-2-(3-((trimethylsilyl)methyl)-cyclopenta-2,4-dien-1-yl)disilane